monomethylether COC